N,N-dimethyl-5-(5-(2-methylpyridin-4-yl)-1H-indol-2-yl)pyridin-2-amine CN(C1=NC=C(C=C1)C=1NC2=CC=C(C=C2C1)C1=CC(=NC=C1)C)C